[Zr+2].[NH4+].[NH4+].C([O-])([O-])=O.C([O-])([O-])=O bis[carbonate] diammonium zirconium